(1R,2S,3R,5R)-3-(4-amino-5-ethyl-7H-pyrrolo[2,3-d]pyrimidin-7-yl)-5-(((3-((4-fluorophenethyl)amino)propyl)amino)methyl)cyclopentane-1,2-diol NC=1C2=C(N=CN1)N(C=C2CC)[C@H]2[C@@H]([C@@H]([C@H](C2)CNCCCNCCC2=CC=C(C=C2)F)O)O